C(#N)C1=NC2=CC(=CC(=C2N=C1N1CC(OCC1)CCF)[C@@H](C)NC1=C(C(=O)O)C=CC=C1)C 2-(((1R)-1-(2-cyano-3-(2-(2-fluoroethyl)morpholino)-7-methylquinoxalin-5-yl)ethyl)amino)benzoic acid